CC=1N(N=C2[C@H](CCCC12)C)CC(=O)N1[C@@H](C[C@@H](C1)O)C1=C(C(=CC=C1)OC)C 2-[(7S)-3,7-Dimethyl-4,5,6,7-tetrahydroindazol-2-yl]-1-[(2S,4S)-4-hydroxy-2-(3-methoxy-2-methyl-phenyl)pyrrolidin-1-yl]ethanone